CC1N(CCNC1=O)C(=O)N 2-methyl-3-oxopiperazin-1-carboxamide